2-(1H-Benzimidazol-2-Yl-(5-Fluoro-2-Hydroxy-Phenyl)Methyl)-6-[4-(1-Methylazetidin-3-Yl)Oxyphenyl]Isoindolin-1-One N1C(=NC2=C1C=CC=C2)C(N2C(C1=CC(=CC=C1C2)C2=CC=C(C=C2)OC2CN(C2)C)=O)C2=C(C=CC(=C2)F)O